3-(3-amino-3-carboxypropyl)uridin NC(CCN1C(N([C@H]2[C@H](O)[C@H](O)[C@@H](CO)O2)C=CC1=O)=O)C(=O)O